acetic acid trimethylamine salt CN(C)C.C(C)(=O)O